C(CC)(=O)O[C@H]1[C@](O[C@@H]([C@H]1OC(CC)=O)COP(=O)(OCOC(=O)OC(C)C)OCOC(=O)OC(C)C)(C#N)C1=CC=C2C(=NC=NN21)N (2R,3R,4R,5R)-2-(4-aminopyrrolo[2,1-f][1,2,4]triazin-7-yl)-5-((((bis(((isopropoxycarbonyl) oxy) methoxy)) phosphoryl) oxy) methyl)-2-cyanotetrahydrofuran-3,4-diyl dipropionate